N-((R)-6-chlorochroman-4-yl)-2-(2,6-dioxopiperidin-3-yl)-3-oxo-2,3-dihydro-1H-indazole-6-carboxamide ClC=1C=C2[C@@H](CCOC2=CC1)NC(=O)C1=CC=C2C(N(NC2=C1)C1C(NC(CC1)=O)=O)=O